CNC(=O)C1=NC2=CC(=CC=C2C=C1)C=1C=NC=C(C1)NC(C=C)=O N-methyl-7-[5-(prop-2-enamido)pyridin-3-yl]quinoline-2-carboxamide